C(C)(C)(C)OC(=O)N1CC(C(C1)I)C(C(=O)OCC)F 3-(2-ethoxy-1-fluoro-2-oxoethyl)-4-iodopyrrolidine-1-carboxylic acid tert-butyl ester